5-(3-Methoxyphenyl)-N-(3-(3,3,3-trifluoro-2-hydroxy-2-methylpropyl)-1,2,4-thiadiazol-5-yl)-2-(trifluoromethyl)furan-3-carboxamide COC=1C=C(C=CC1)C1=CC(=C(O1)C(F)(F)F)C(=O)NC1=NC(=NS1)CC(C(F)(F)F)(C)O